2-{4-[4-(6-Chloro-7-{[1-(4-methoxybenzyl)piperidin-4-yl]amino}-3H-imidazo[4,5-b]pyridin-2-yl)phenyl]piperazin-1-yl}ethanol ClC=1C(=C2C(=NC1)NC(=N2)C2=CC=C(C=C2)N2CCN(CC2)CCO)NC2CCN(CC2)CC2=CC=C(C=C2)OC